FC1=C(C(=CC(=C1)C#CC1=CC=CC=C1)F)N1C=2N(C(C1=O)(C)C)C(=CN2)C2=CC=CC=C2 1-(2,6-difluoro-4-(phenylethynyl)phenyl)-3,3-dimethyl-5-phenyl-1H-imidazo[1,2-a]imidazol-2(3H)-one